α-methyl-α-phenyl-δ-caprolactone CC1(C(=O)OC(CC1)C)C1=CC=CC=C1